C(#N)C(C(=O)OC(CC)CCC(C)C)=C(C1=CC=CC=C1)C1=CC=CC=C1 3-Isooctyl 2-cyano-3,3-diphenylacrylate